(6-chloropyridin-2-yl)tetrahydrofuran-3-carbaldehyde ClC1=CC=CC(=N1)C1OCCC1C=O